1,2-bis(2,4,6-Tribromophenoxy)ethane BrC1=C(OCCOC2=C(C=C(C=C2Br)Br)Br)C(=CC(=C1)Br)Br